NC=1C=NC(=C(C#N)C1)N1N=CC=N1 5-amino-2-[1,2,3]triazol-2-yl-nicotinonitrile